NCC(=O)OCCOCCO diethylene glycol aminoacetate